C(C1=CC=CC=C1)(C1=CC=CC=C1)CC(C)=O benzhydryl-propanone